C(CC(C)C)OC(\C=C\C(=O)O)=O.C(C1=CC=CC=C1)OC1=C(C(=CC(=C1)F)Br)C#CC(COC)(C)C 1-benzyloxy-3-bromo-5-fluoro-2-(4-methoxy-3,3-dimethyl-but-1-ynyl)benzene mono-i-amyl-fumarate